FC1=C(C(=NC(=N1)C1=NN(C(=N1)C)C)OC)C(F)(F)F 6-fluoro-4-methoxy-2-(1,5-dimethyl-1H-1,2,4-triazol-3-yl)-5-(trifluoromethyl)pyrimidine